8-(2,3,3-trimethyl-2-butoxycarbonyl)-tetracyclo[4.4.0.12,5.17,10]-3-dodecene CC(C)(C(C)(C)C)OC(=O)C1C2C3C4C=CC(C3C(C1)C2)C4